methyl (2S)-2-(2-azaspiro[4.5]decane-3-carbonylamino)-3-(5,5-dimethyl-2-oxo-pyrrolidin-3-yl)propanoate C1NC(CC12CCCCC2)C(=O)N[C@H](C(=O)OC)CC2C(NC(C2)(C)C)=O